cadmium antimony telluride [Sb]=[Te].[Cd]